4-(2-Chloro-4-(1-cyclopropoxy-1-phenyl-2-((tetrahydro-2H-pyran-2-yl)oxy)ethyl)quinazolin-6-yl)-6-methylfuro[2,3-c]pyridine-7(6H)-one ClC1=NC2=CC=C(C=C2C(=N1)C(COC1OCCCC1)(C1=CC=CC=C1)OC1CC1)C=1C2=C(C(N(C1)C)=O)OC=C2